[C@H]1([C@@H]([C@H]([C@@H]([C@H]([C@@H]1OP(=O)(O)OP(=O)(O)O)OP(=O)(O)O)OP(=O)(O)O)OP(=O)(O)O)OP(=O)(O)O)O The molecule is a myo-inositol tetrakisphosphate that consists of myo-inositol having the four phospho groups located at positions 3, 4, 5 and 6 as well as a diphospho group at position 1. It derives from a myo-inositol.